C1(CCC1)C=1NC(=CN1)C=1OC(C(C1)=O)C 2-(2-cyclobutyl-1H-imidazol-5-yl)-5-methyl-4-oxo-4,5-dihydrofuran